BrC1=NC(=CC=C1)OCCOC1=CC(=CC=C1)I 2-bromo-6-(2-(3-iodophenoxy)ethoxy)pyridine